C(=O)(O)C=1C(NC(N([C@]2([C@](O)([C@](O)([C@@H](CO)O2)C)N)C)C1)=O)=O 5-Carboxy-methyl-amino-methyl-uridine